CN1N=CC(=C1)C1=CC2=C(O[C@@H](CN2)[C@@H](C=2C=C(C=CC2)C)NCCC2=CC=C(C#N)C=C2)N=C1 4-(2-(((R)-((S)-7-(1-methyl-1H-pyrazol-4-yl)-2,3-dihydro-1H-pyrido[2,3-b][1,4]oxazin-3-yl)(m-tolyl)methyl)amino)ethyl)benzonitrile